6-chloro-2-methyl-5-(4-(trifluoromethyl)phenyl)-2,7-naphthyridin-1(2H)-one ClC=1C(=C2C=CN(C(C2=CN1)=O)C)C1=CC=C(C=C1)C(F)(F)F